NC1=NC(=NC(=C1C1C(C1)(C(=O)N)C(F)(F)F)N)C1=NN(C2=NN=CC=C21)CC2=C(C=CC=C2)F (4,6-diamino-2-(1-(2-fluorobenzyl)-1H-pyrazolo[3,4-c]pyridazin-3-yl)pyrimidin-5-yl)-1-(trifluoromethyl)cyclopropane-1-carboxamide